C1(CC1)N1C[C@@H](CCC1)NC=1C(N(C(=NN1)C1=C(C=C(C=C1)C#C)O)C)=O (R)-6-((1-cyclopropylpiperidin-3-yl)amino)-3-(4-ethynyl-2-hydroxyphenyl)-4-methyl-1,2,4-triazin-5(4H)-one